tert-butyl (4aS,7aR)-4a-(hydroxymethyl)-2-methyl-octahydro-1H-cyclopenta[b]pyridine-1-carboxylate OC[C@]12[C@H](N(C(CC1)C)C(=O)OC(C)(C)C)CCC2